C[SiH2]O[Si](O[Si](C)(C)C)(C1=C2C(=C3C(=C1)O3)O2)C2=C3C(=C1C(=C2)O1)O3 Tetramethyl-diepoxydiphenyl-trisiloxane